tert-Butyl 4-(5-(Diphenylmethyleneamino)pyrazin-2-yl)piperazine-1-carboxylate C1(=CC=CC=C1)C(C1=CC=CC=C1)=NC=1N=CC(=NC1)N1CCN(CC1)C(=O)OC(C)(C)C